1,2,4-Cyclohexanetricarboxylic acid C1(C(CC(CC1)C(=O)O)C(=O)O)C(=O)O